ClC=1N=CC2=C(N1)C=C(N2)C 2-chloro-6-methyl-5H-pyrrolo[3,2-d]pyrimidine